C1(=CC=CC=C1)CCN β-phenylethyl-amine